C(C)(=O)C1=C(OC2CCN(CC2)C(CNC(=O)C2=NNC(=C2)C2=CC=CC=C2)=O)C=CC=C1 5-Phenyl-1H-pyrazole-3-carboxylic acid {2-[4-(2-acetyl-phenoxy)-piperidin-1-yl]-2-oxo-ethyl}-amide